1-(5-((4-(Furan-2-yl)piperidin-1-yl)methyl)-1-oxoisoindolin-2-yl)dihydropyrimidine-2,4(1H,3H)-dione O1C(=CC=C1)C1CCN(CC1)CC=1C=C2CN(C(C2=CC1)=O)N1C(NC(CC1)=O)=O